S1(=O)(=O)O[C@]2(N3C(N([C@H](CC2)C3)O1)=O)C(Cl)Cl.[Na] Sodium (2s,5r)-2-(dichloromethyl)-7-oxo-1,6-diazabicyclo[3.2.1]octyl-6-yl sulfate